9-(4-(6-(9H-Carbazol-9-yl)-1,3,3-trimethyl-2,3-dihydro-1H-inden-1-yl)phenyl)-9H-carbazol C1=CC=CC=2C3=CC=CC=C3N(C12)C1=CC=C2C(CC(C2=C1)(C)C1=CC=C(C=C1)N1C2=CC=CC=C2C=2C=CC=CC12)(C)C